1-carboxymethyl-3-methylimidazole trifluoromethanesulfonate salt FC(S(=O)(=O)O)(F)F.C(=O)(O)CN1CN(C=C1)C